ClC=1C(=NC(=C(C(=O)NC2=CC(=C(C=C2)F)C(N)=NO)C1)N1CCC(CCC1)(F)F)CF 5-chloro-2-(4,4-difluoroazepan-1-yl)-N-(4-fluoro-3-(N'-hydroxyamidino)phenyl)-6-(fluoromethyl)nicotinamide